CC1=CC(=NC(=N1)N1C[C@@H](CC1)COC1=C(C=CC=C1)C(F)(F)F)C(=O)O |r| (±)-6-Methyl-2-(3-((2-(trifluoromethyl)phenoxy)methyl)pyrrolidin-1-yl)pyrimidine-4-carboxylic Acid